OC1=C(C=CC(=C1)N(C)C)C1(CC=CC=C1)C1=C(C=CC(=C1)[N+](=O)[O-])OC 3-(2'-hydroxy-4'-dimethylaminophenyl)-3-(2'-methoxy-5'-nitrophenyl)benzene